Cl.NCC=1C=CC(=NC1)CN(CC1=NC=CC=C1)CC1=NC=CC=C1 1-(5-(aminomethyl)pyridin-2-yl)-N,N-bis(pyridin-2-ylmethyl)methylamine hydrochloride